C[C@@H]1CN(C[C@@H](O1)C)C(=O)C=1C2=C(N(N1)CC(=O)N1CCC(CCC1)C1=CC=CC=C1)CCC2 2-{3-[(2R,6S)-2,6-Dimethylmorpholin-4-carbonyl]-5,6-dihydrocyclopenta[c]pyrazol-1(4H)-yl}-1-(4-phenylazepan-1-yl)ethan-1-on